ethyl 1-(((S)-1-((R)-3-cyclohexyl-2-methylpropanoyl)-4-hydroxy-3,3-dimethylpiperidin-4-yl) methyl)-4-cyclopropyl-6-oxo-1,6-dihydropyridine-3-carboxylate C1(CCCCC1)C[C@H](C(=O)N1CC([C@](CC1)(O)CN1C=C(C(=CC1=O)C1CC1)C(=O)OCC)(C)C)C